4-[3-(2-chloro-4-methylsulfonylmethoxy-phenyl)-[1,4]oxazepan-4-yl]-6-methyl-pyrimidin-2-ylamine ClC1=C(C=CC(=C1)OCS(=O)(=O)C)C1COCCCN1C1=NC(=NC(=C1)C)N